2-Phenoxybenzoic acid-[(5-methyl-2-furanyl)methylene]hydrazide CC1=CC=C(O1)C=NNC(C1=C(C=CC=C1)OC1=CC=CC=C1)=O